OCC1(O)[C@@H](O)[C@H](O)[C@H](O1)C(=O)[O-] fructofuranuronate